4-[2-(3-Methoxyphenyl)-2,6-diazaspiro[3.4]oct-6-yl]-1-methyl-2-oxo-1,2-dihydroquinoline-3-carbonitrile COC=1C=C(C=CC1)N1CC2(C1)CN(CC2)C2=C(C(N(C1=CC=CC=C21)C)=O)C#N